(perfluorophenyl)acetonitril FC1=C(C(=C(C(=C1F)F)F)F)CC#N